CC=1C(=CC=2N(N1)C(=CN2)C2=CC=NC1=CC(=CC=C21)C#N)C2=CC=C(C=C2)N2CCNCC2 4-(6-methyl-7-(4-(piperazin-1-yl)phenyl)imidazo[1,2-b]pyridazin-3-yl)quinoline-7-carbonitrile